4-methyl-6-anilino-1,3,5-triazine-2-thiol CC1=NC(=NC(=N1)NC1=CC=CC=C1)S